(R)-3-(4-(tert-butyl)phenyl)-1-((2-((1-methoxypropan-2-yl)amino)pyridin-4-yl)methyl)-5,5-dimethylimidazolidine-2,4-dione C(C)(C)(C)C1=CC=C(C=C1)N1C(N(C(C1=O)(C)C)CC1=CC(=NC=C1)N[C@@H](COC)C)=O